ClC=1C=C2C(=C(C(NC2=CN1)=O)C#N)N1CCC(CC1)(C)OC 6-chloro-4-(4-methoxy-4-methylpiperidin-1-yl)-2-oxo-1,2-dihydro-1,7-naphthyridine-3-carbonitrile